[3-({5-chloro-4-[(3-fluorobenzyl)amino]pyridin-2-yl}amino)phenyl](4-methylpiperazin-1-yl)methyl ketone ClC=1C(=CC(=NC1)NC=1C=C(C=CC1)C(N1CCN(CC1)C)C(=O)C(C1=CC(=CC=C1)NC1=NC=C(C(=C1)NCC1=CC(=CC=C1)F)Cl)N1CCN(CC1)C)NCC1=CC(=CC=C1)F